tert-butyl 7-{2-[4-(4-chlorophenyl)-5-[2-(trifluoromethyl)pyridin-4-yl]-1H-imidazol-1-yl]acetyl}-2,7-diazaspiro[3.5]nonane-2-carboxylate ClC1=CC=C(C=C1)C=1N=CN(C1C1=CC(=NC=C1)C(F)(F)F)CC(=O)N1CCC2(CN(C2)C(=O)OC(C)(C)C)CC1